NC1=NC(=C(C=2N1C(N(N2)CC2=NOC(=C2)C)=O)C2=CC(=NC(=C2)C)C)C2=CC=CC=C2 5-amino-8-(2,6-dimethyl-4-pyridinyl)-2-[(5-methylisoxazol-3-yl)methyl]-7-phenyl-[1,2,4]triazolo[4,3-c]pyrimidin-3-one